Cl.N1C(=NC=C1)NC (1H-imidazol-2-yl)-methylamine hydrochloride